(2S)-1,1,1-trifluoropropan-2-amine FC([C@H](C)N)(F)F